5-Ethyl-5-methyl-tetrahydrofuran-2-one C(C)C1(CCC(O1)=O)C